cyclopentadienyl-[N,N'-bis(trimethylsilyl)benzamidine] zirconium dibromide [Br-].[Br-].[Zr+2].C1(C=CC=C1)C1=C(C(=N[Si](C)(C)C)N[Si](C)(C)C)C=CC=C1